(Z)-1-(4-amino-2-fluorobut-2-en-1-yl)-N-methoxy-N-methyl-4-(3-(pyrrolidin-1-ylsulfonyl)phenyl)-1H-benzo[d][1,2,3]triazole-6-carboxamide NC\C=C(\CN1N=NC2=C1C=C(C=C2C2=CC(=CC=C2)S(=O)(=O)N2CCCC2)C(=O)N(C)OC)/F